ClC=1C=C2C(=NC(N(C2=CC1C1=C(C=CC=C1O)F)C1=C(C=CC=C1C(C)C)C)=O)N1[C@H](CN(CC1)C(C=C)=O)C 6-Chloro-7-(2-fluoro-6-hydroxyphenyl)-1-(2-methyl-6-(2-propanyl)phenyl)-4-((2S)-2-methyl-4-(2-propenoyl)-1-piperazinyl)-2(1H)-quinazolinone